C(C=1C(O)=CC(O)=CC1)(=O)[O-].[Cu+2].C(C=1C(O)=CC(O)=CC1)(=O)[O-] copper beta-resorcylate